ClC=1C=C(C=CC1)N1N=CC(=C1)[C@@H](C(=O)NC1=CC(=NN1)C1CCC1)C (S)-2-(1-(3-chlorophenyl)-1H-pyrazol-4-yl)-N-(3-cyclobutyl-1H-pyrazol-5-yl)propanamide